4-(isoquinolin-8-ylamino)piperidine-1-carboxylic acid tert-butyl ester C(C)(C)(C)OC(=O)N1CCC(CC1)NC=1C=CC=C2C=CN=CC12